4-[(4-cyclohexylphenyl)amino]-2-(1,9-dioxa-4-azaspiro[5.5]undecan-4-yl)-6-(propan-2-yl)-5,6-dihydro-7H-pyrrolo[3,4-d]pyrimidin-7-one C1(CCCCC1)C1=CC=C(C=C1)NC=1C2=C(N=C(N1)N1CCOC3(C1)CCOCC3)C(N(C2)C(C)C)=O